(3r,4r,5r)-4-(benzyloxy)-5-(benzyloxymethyl)-3-fluorodihydrofuran-2(3H)-one C(C1=CC=CC=C1)O[C@H]1[C@H](C(O[C@@H]1COCC1=CC=CC=C1)=O)F